B1(OC(=O)CN(CC(=O)O1)C)C2CC2 Cyclopropylboronic acid MIDA ester